CC1=NC(=NC(=N1)C)C1=CC(=NC(=C1)C)C 4-(4,6-dimethyl-1,3,5-triazinyl)-2,6-lutidine